(6-(4-((4-(1H-pyrazol-4-yl)phenyl)amino)-5-(methoxymethyl)pyrimidin-2-yl)-1-methyl-1H-indol-2-yl)(3,3-difluoroazetidin-1-yl)methanone N1N=CC(=C1)C1=CC=C(C=C1)NC1=NC(=NC=C1COC)C1=CC=C2C=C(N(C2=C1)C)C(=O)N1CC(C1)(F)F